[F-].C[NH+]1C(=CC=C1)CC 1-Methyl-2-ethylpyrrolium fluorid